5-[4-[5-[[tert-butyl(dimethyl)silyl]oxymethyl]-2-pyridyl]piperazin-1-yl]pyridin-2-amine [Si](C)(C)(C(C)(C)C)OCC=1C=CC(=NC1)N1CCN(CC1)C=1C=CC(=NC1)N